C1(CCCCC1)N1C(=CC=2C1=C1C(=NC2)NC=C1)C=1C=NC=CC1 1-cyclohexyl-2-(pyridin-3-yl)-1,6-dihydrodipyrrolo[2,3-b:2',3'-d]Pyridine